ClC1=C(C=2N=C(N=C3N(CCOC(=N1)C32)[C@H](C)C=3C(=NC=CN3)N(CC3=CC=C(C=C3)OC)CC3=CC=C(C=C3)OC)SC)F 3-[(1R)-1-(7-chloro-6-fluoro-3-methylsulfanyl-10-oxa-2,4,8,13-tetrazatricyclo[7.4.1.05,14]tetradeca-1,3,5(14),6,8-pentaen-13-yl)ethyl]-N,N-bis[(4-methoxyphenyl)methyl]pyrazin-2-amine